3-benzenediacetyl chloride C1(=CC(=CC=C1)CC(=O)Cl)CC(=O)Cl